3-[(4-Fluorophenoxy)methyl]-4-methyl-2-[5-methyl-2-(2H-1,2,3-triazol-2-yl)benzoyl]-2-azabicyclo[3.1.1]heptan FC1=CC=C(OCC2N(C3CC(C2C)C3)C(C3=C(C=CC(=C3)C)N3N=CC=N3)=O)C=C1